2-(aminomethyl)-piperidine NCC1NCCCC1